5-cyano-N-((S)-2,2-dicyclopropyl-1-(5-(((S)-2-oxo-4-(trifluoromethyl)imidazolidin-1-yl)methyl)benzo[d]oxazol-2-yl)ethyl)thiazole-4-carboxamide C(#N)C1=C(N=CS1)C(=O)N[C@@H](C(C1CC1)C1CC1)C=1OC2=C(N1)C=C(C=C2)CN2C(N[C@@H](C2)C(F)(F)F)=O